(3-(5-fluoropyrimidin-2-yl)-4-methylphenyl)-1-(1-methyl-17Z-1,2,4-triazol-3-yl)-4-(trifluoromethyl)pyrrolidine-2-carboxamide FC=1C=NC(=NC1)C=1C=C(C=CC1C)C1(N(CC(C1)C(F)(F)F)C1=NN(C=N1)C)C(=O)N